(2R)-2-(6-chloro-1-[[2-(trimethylsilyl)ethoxy]methyl]pyrrolo[3,2-c]pyridin-2-yl)-1-methylpiperidine ClC1=CC2=C(C=N1)C=C(N2COCC[Si](C)(C)C)[C@@H]2N(CCCC2)C